C(C)(=O)NC=1C(=NC=C(C1)C=1C=C(C=CC1)C)C(=O)NCCOCCNCC(=O)N1CCN(CC1)C(C1=C(C=CC(=C1)CC1=NNC(C2=CC=CC=C12)=O)F)=O 3-acetamido-N-[2-[2-[[2-[4-[2-fluoro-5-[(4-oxo-3H-phthalazin-1-yl)methyl]benzoyl]piperazin-1-yl]-2-oxo-ethyl]amino]ethoxy]ethyl]-5-(m-tolyl)pyridine-2-carboxamide